N-(3-aminopropionyl)-N-methyl-L-valine methyl ester COC([C@@H](N(C)C(CCN)=O)C(C)C)=O